OS(=O)(=O)C(F)(F)F.C(C)N1C(N(C=C1)C)CC 1,2-diethyl-3-methylimidazole triflate